2-(3-tert-butyl-2-hydroxy-5-(2-octoxycarbonylethyl)phenyl)-5-chloro-2H-benzotriazole C(C)(C)(C)C=1C(=C(C=C(C1)CCC(=O)OCCCCCCCC)N1N=C2C(=N1)C=CC(=C2)Cl)O